C(\C=C\C(=O)O)(=O)O.C(C)N(C(C1=C(C=CC(=C1)F)OC1=C(N=CN=N1)N1CC2(CN(C2)[C@@H](C(C)C)C[C@H](CN(C)C(C)C)O)CC1)=O)C(C)C N-ethyl-5-fluoro-2-((5-(2-((3R,5R)-5-hydroxy-6-(isopropyl-(methyl)amino)-2-methylhexan-3-yl)-2,6-diazaspiro[3.4]oct-6-yl)-1,2,4-triazin-6-yl)oxy)-N-isopropylbenzamide fumarate